OCC([C@H](C[C@H]1C(N(CC1)C(=O)OC)=O)NC([C@@H](NC(=O)C=1NC2=CC=CC(=C2C1)OC)CC(C)C)=O)=O methyl (3S)-3-[(2S)-4-hydroxy-2-({N-[(4-methoxy-1H-indol-2-yl)carbonyl]-L-leucyl}amino)-3-oxobutyl]-2-oxopyrrolidine-1-carboxylate